Racemic-(1r,2s,3s,4r,5s)-5-hydroxy-3-(pyridin-4-yl)-N-(3-(trifluoromethyl)phenyl)-7-oxabicyclo[2.2.1]heptane-2-carboxamide O[C@@H]1[C@H]2[C@@H]([C@@H]([C@@H](C1)O2)C(=O)NC2=CC(=CC=C2)C(F)(F)F)C2=CC=NC=C2 |r|